4-(4-((2,4-dimethoxybenzyl)amino)-3-iodo-1H-pyrazolo[3,4-d]pyrimidin-1-yl)cyclohexan-1-ol COC1=C(CNC2=C3C(=NC=N2)N(N=C3I)C3CCC(CC3)O)C=CC(=C1)OC